O(C1=CC=CC=C1)[Ti](OC1=CC=CC=C1)(OC1=CC=CC=C1)OC1=CC=CC=C1 tetraphenoxytitanium